C(C1CO1)OC1=CC=C(C=C1)C(C)(C)C1=CC=C(C=C1)OCC1CO1 2,2-bis[p-(2,3-epoxypropoxy)phenyl]propane